CN1CCN(CC1)CCC1=CC=C(C=C1)C=1C=CC2=C(NCCCC2)C1 8-(4-(2-(4-methylpiperazin-1-yl)ethyl)phenyl)-2,3,4,5-tetrahydro-1H-benzo[b]azepine